C(C1=CC=CC=C1)O[C@H](C(=O)OC)CC[C@@H](C)[C@H]1CC[C@H]2[C@H](CCC[C@]12C)O[Si](C)(C)C(C)(C)C Methyl (2S,5R)-2-(benzyloxy)-5-{(1R,3aR,4S,7aR)-4-[(tert-butyldimethylsilyl)oxy]-7a-methyloctahydro-1H-inden-1-yl}hexanoate